N-(4-(4-Amino-6-ethynyl-5-(quinolin-3-yl)-7H-pyrrolo[2,3-d]pyrimidin-7-yl)-bicyclo-[2.2.1]heptan-1-yl)-6-(fluoromethoxy)pyrazine-2-carboxamide NC=1C2=C(N=CN1)N(C(=C2C=2C=NC1=CC=CC=C1C2)C#C)C21CCC(CC2)(C1)NC(=O)C1=NC(=CN=C1)OCF